N-n-tridecanoyl-arginine lithium 2-methylfumarate C/C(/C(=O)[O-])=C\C(=O)[O-].[Li+].C(CCCCCCCCCCCC)(=O)N[C@@H](CCCNC(N)=N)C(=O)O.[Li+]